4-[(1S)-1-[(2,6-dimethylfuro[2,3-d]pyrimidin-4-yl)amino]ethyl]benzoic acid CC=1N=C(C2=C(N1)OC(=C2)C)N[C@@H](C)C2=CC=C(C(=O)O)C=C2